6-chloro-1-(2,6-diethylphenyl)-7-(2-fluoro-6-hydroxyphenyl)-4-((2S)-2-methyl-4-(2-propenoyl)-1-piperazinyl)-pyrido[2,3]pyrimidin-2(1H)-one ClC=1C(=CC2=C(C(=NC(N2C2=C(C=CC=C2CC)CC)=O)N2[C@H](CN(CC2)C(C=C)=O)C)N1)C1=C(C=CC=C1O)F